5-[(cis-3-{[5-(trifluoromethyl)thiophen-3-yl]oxy}cyclobutyl)oxy]pyrazin FC(C1=CC(=CS1)O[C@H]1C[C@H](C1)OC=1N=CC=NC1)(F)F